C(C1=CC=CC=C1)N1C2=NC=NC(=C2N=C1C1=C(C=C(OCC(=O)N2CCN(CC2)C)C=C1)Cl)OC1(CC1)C 2-(4-(9-benzyl-6-(1-methylcyclopropoxy)-9H-purin-8-yl)-3-chloro-phenoxy)-1-(4-methyl-piperazin-1-yl)ethan-1-one